4'-({1-[(4-cyclobutylphenyl)carbamoyl]-DL-prolyl}amino)[1,1'-biphenyl]-4-carboxylic acid C1(CCC1)C1=CC=C(C=C1)NC(=O)N1[C@@H](CCC1)C(=O)NC1=CC=C(C=C1)C1=CC=C(C=C1)C(=O)O |r|